2-(4-fluoro-phenyl)-cyclopropylamine FC1=CC=C(C=C1)C1C(C1)N